N=1C=CN2N=C(C=CC21)C2=CNC=1N=C(N=CC12)N[C@@H]1C[C@@H](C1)OC 5-(Imidazo[1,2-b]pyridazin-6-yl)-N-(cis-3-methoxycyclobutyl)-7H-pyrrolo[2,3-d]pyrimidin-2-amine